Vinyl oxalate C(C(=O)[O-])(=O)OC=C